C12N(CC(NC1)CC2)C=2C1=C(N=C(N2)OC([2H])([2H])[C@]23CCCN3C[C@@H](C2)F)C(=C(N=C1)C=1C=C(C=C(C1C1CC1)F)O)F 3-(4-(2,5-Diazabicyclo[2.2.2]octan-2-yl)-8-fluoro-2-(((2R,7aS)-2-fluorotetrahydro-1H-pyrrolizin-7a(5H)-yl)methoxy-d2)pyrido[4,3-d]pyrimidin-7-yl)-4-cyclopropyl-5-fluorophenol